CC1COCC=C1OS(=O)(=O)C(F)(F)F 3-methyl-3,6-dihydro-2H-pyran-4-yl-triflate